BrC1=CC=C(C(=N1)NC(=O)[C@H]1N([C@@H]2C[C@@]2(C1)C=CCC=C)C(=O)OC(C)(C)C)C (1R,3S,5R)-tert-Butyl 3-((6-bromo-3-methylpyridin-2-yl)carbamoyl)-5-(penta-1,4-dien-1-yl)-2-azabicyclo[3.1.0]hexane-2-carboxylate